ClC1=C(C2=NC(=NC(=C2C=2N1C=NC2)N2C[C@H]1CC[C@@H](C2)N1C(=O)OC(C)(C)C)SC)F tert-butyl (1R,5S)-3-(6-chloro-5-fluoro-3-(methylthio)imidazo[1',5':1,2]pyrido[4,3-d]pyrimidin-1-yl)-3,8-diazabicyclo[3.2.1]octane-8-carboxylate